C1(CC1)NC(C([C@H](C[C@H]1C(NCC1)=O)NC(=O)[C@@H]1CC2(CC2)CCN1C(=O)C=1SC(=CN1)C1=CC=CC=C1)=O)=O (S)-N-((S)-4-(cyclopropylamino)-3,4-dioxo-1-((S)-2-oxopyrrolidin-3-yl)butan-2-yl)-6-(5-phenylthiazole-2-carbonyl)-6-azaspiro[2.5]octane-5-carboxamide